OC(C)(C)C1=CC=C2CNCC2=C1 6-(2-hydroxypropan-2-yl)-2,3-dihydro-1H-isoindole